4-[6-(2-aminoethyl)pyridin-3-yl]-3-(2-methyl-6-pyridin-2-ylpyrimidin-4-yl)oxybenzonitrile NCCC1=CC=C(C=N1)C1=C(C=C(C#N)C=C1)OC1=NC(=NC(=C1)C1=NC=CC=C1)C